N-methyl-N-dodecylhexadecylamine CN(CCCCCCCCCCCC)CCCCCCCCCCCCCCCC